C(C#CC)(=O)NCCCCOC=1C=C(C=CC1)NC=1C(=NC(=C(N1)NC1CCOCC1)CC)C(=O)N 3-((3-(4-(but-2-ynamido)butoxy)phenyl)amino)-6-ethyl-5-((tetrahydro-2H-pyran-4-yl)amino)pyrazine-2-carboxamide